ON=C(N)C1=NC=C(N=C1)NC=1OC(=CN1)C1=CC=C(C=C1)C(F)(F)F N'-hydroxy-5-((5-(4-(trifluoromethyl)phenyl)oxazol-2-yl)amino)pyrazine-2-carboxamidine